tert-butyl-4-(tert-butyl)-3-hexylaniline C(C)(C)(C)NC1=CC(=C(C=C1)C(C)(C)C)CCCCCC